7-deaza-6-(methylthio)purine CSC1=C2CC=NC2=NC=N1